2-ethyl-3,4,6,6-tetramethyl-1,3-cyclohexadiene C(C)C1=CC(CC(=C1C)C)(C)C